N1C(NC(C12CCCCC2)=O)=O 1,3-diazaspiro[4.5]decan-2,4-dione